2-{5-bromo-3-[2-(methoxymethoxy)-6-methyl-4-(trifluoromethyl)phenyl]-7H-pyrrolo[2,3-c]pyridazin-7-yl}-8-azabicyclo[3.2.1]octane-8-carboxylate BrC1=CN(C=2N=NC(=CC21)C2=C(C=C(C=C2C)C(F)(F)F)OCOC)C2C1CCC(CC2)N1C(=O)[O-]